C(#N)C1=NNC=C1C#C 3-cyano-4-ethynylpyrazole